N[C@@H](CC(=O)[O-])C(=O)[O-] Anti-ASPARTATE